2-((3-aminoadamantan-1-yl)amino)-1-(5-fluoroisoindolin-2-yl)ethan-1-one bis(2,2,2-trifluoroacetate) FC(C(=O)O)(F)F.FC(C(=O)O)(F)F.NC12CC3(CC(CC(C1)C3)C2)NCC(=O)N2CC3=CC=C(C=C3C2)F